tert-butyl (S)-4-amino-3,4-dihydroquinoline-1(2H)-carboxylate N[C@H]1CCN(C2=CC=CC=C12)C(=O)OC(C)(C)C